CC(=CC[N]CC=C)C dimethyl-bis(prop-2-enyl)nitrogen